C[O-].[Na+] Natrium methoxid